1,5-dibromo-2,4-dimethylsulfanyl-benzene BrC1=C(C=C(C(=C1)Br)SC)SC